(2-(1-((1-(2-(2,6-dioxopiperidin-3-yl)-1,3-dioxoisoindolin-5-yl)-3-fluoroazetidin-3-yl)methyl)piperidin-4-yl)-6-fluoro-2H-indazol-5-yl)pyrazolo[1,5-a]pyrimidine-3-carboxamide O=C1NC(CCC1N1C(C2=CC=C(C=C2C1=O)N1CC(C1)(F)CN1CCC(CC1)N1N=C2C=C(C(=CC2=C1)C1=NN2C(N=CC=C2)=C1C(=O)N)F)=O)=O